FC1(CC1)C(=O)N[C@H](C(=O)N1C(CC(C1)O)C(=O)N)C(C)(C)C 1-[(2S)-2-[(1-fluorocyclopropanecarbonyl)amino]-3,3-dimethyl-butanoyl]-4-hydroxy-pyrrolidine-2-carboxamide